C(=O)C1=CC=C(S1)C=1C=C(C=CC1)C1(CC1)NC(=O)C=1C=C(C=CC1C)NC1CN(C1)C(=O)OC(C)(C)C tert-Butyl 3-((3-((1-(3-(5-formylthiophen-2-yl)phenyl)cyclopropyl)carbamoyl)-4-methylphenyl) amino)azetidine-1-carboxylate